(3R)-3-[(2s)-(2-cyclopentyl-2-hydroxy-2-phenylacetyl)oxy]-1,1-dimethyl-pyrrolidinium C1(CCCC1)[C@@](C(=O)O[C@H]1C[N+](CC1)(C)C)(C1=CC=CC=C1)O